BrC=1C=C(N(N1)COCCOC)C(=O)NC1=C(C=C(C=C1C)Cl)C(N)=O 5-bromo-N-(2-carbamoyl-4-chloro-6-methyl-phenyl)-2-(2-methoxyethoxymethyl)pyrazole-3-carboxamide